2,3-diaminoterephthalic acid NC1=C(C(=O)O)C=CC(=C1N)C(=O)O